3-((benzyloxy)methyl)-1-(2-(5-chloro-3-(trifluoromethyl)-1H-pyrazol-4-yl)-7-fluoro-4-isopropylquinolin-6-yl)-4-ethyl-1H-1,2,4-triazol-5(4H)-one C(C1=CC=CC=C1)OCC1=NN(C(N1CC)=O)C=1C=C2C(=CC(=NC2=CC1F)C=1C(=NNC1Cl)C(F)(F)F)C(C)C